5-ISOCYANO-2-CHLOROBENZOTRIFLUORIDE [N+](#[C-])C=1C=CC(=C(C1)C(F)(F)F)Cl